1H-indol-6-carbonitril N1C=CC2=CC=C(C=C12)C#N